ethyl 2-(4-bromo-2-((5-(3-(((tert-butoxycarbonyl)amino)methyl)phenyl) benzofuran-3-yl)methoxy)phenyl)acetate BrC1=CC(=C(C=C1)CC(=O)OCC)OCC1=COC2=C1C=C(C=C2)C2=CC(=CC=C2)CNC(=O)OC(C)(C)C